rac-(1r,2r)-2-amino-5,5-difluorocyclohexane-1-ol hydrochloride Cl.N[C@H]1[C@@H](CC(CC1)(F)F)O |r|